S(=O)(=O)(C1=CC=C(C)C=C1)N1C=C(C=2C1=NC=CN2)C=2N=C(SC2)C=2C=C(C=CC2)[C@@]2(CCN1C2=NC=C1)O (R)-7-(3-(4-(5-Tosyl-5H-pyrrolo[2,3-b]pyrazin-7-yl)thiazol-2-yl)phenyl)-6,7-dihydro-5H-pyrrolo[1,2-a]imidazol-7-ol